C1(CCCC1)OC1=C(C=C(C=C1)F)CNC(=O)C=1C=C(C=NC1C)C1=CC=C2C(=NNC2=C1)C(=O)NC 6-[5-({[2-(cyclopentyloxy)-5-fluorophenyl]methyl}carbamoyl)-6-methylpyridin-3-yl]-N-methyl-1H-indazole-3-carboxamide